N(=[N+]=[N-])[C@H]1[C@@H](O[C@@H](C1)CO)N1C=NC=2C(=O)NC(N)=NC12 2'-azido-2',3'-dideoxyguanosine